C(C)C1(COC1)N1N(C=CN1)C1=CNC(C=C1)(C)C 2-(3-ethyloxetan-3-yl)-6-methyl-1-(6-methylpyridin-3-yl)-1H-1,2,3-triazol